2-(4-bromophenyl)-3-oxo-1,4,8-triazaspiro[4.5]dec-1-ene-8-carboxylic acid tert-butyl ester C(C)(C)(C)OC(=O)N1CCC2(NC(C(=N2)C2=CC=C(C=C2)Br)=O)CC1